OC=1C=C(C2OC3=CC(=CC(=C3C(C2)=O)O)O)C=CC1OC (3',5,7-trihydroxy)-4'-methoxyflavanone